C(N)(=N)C=1C=C(SC1)[C@@H](C)NC(=O)[C@H]1N(C[C@](C1)(CF)F)C(CNC(CCCOC1=CC=CC=C1)=O)=O (2S,4R)-N-[(1R)-1-(4-carbamimidoylthiophen-2-yl)ethyl]-4-fluoro-4-(fluoromethyl)-1-[2-(4-phenoxybutanamido)acetyl]pyrrolidine-2-carboxamide